N-(2-((4-bromobenzyl)oxy)-5-methoxybenzyl)-1-methylpiperidin-4-amine BrC1=CC=C(COC2=C(CNC3CCN(CC3)C)C=C(C=C2)OC)C=C1